2-(2,3-dihydroxyphenyl)imidazole OC1=C(C=CC=C1O)C=1NC=CN1